O1C(CCCC1)O[C@@H]1C[C@H](N(C1)C(=O)OCC1=CC=CC=C1)C(=O)OC 1-benzyl 2-methyl (2S,4R)-4-tetrahydropyran-2-yloxypyrrolidine-1,2-dicarboxylate